(Z)-2-(4-((6-chloro-7-methyl-1H-indol-3-yl)methylene)-2,5-dioxoimidazolidin-1-yl)-2-(3,4-difluorophenyl)-N-(3-hydroxylbicyclo[1.1.1]pentan-1-yl)acetamide ClC1=CC=C2C(=CNC2=C1C)\C=C\1/NC(N(C1=O)C(C(=O)NC12CC(C1)(C2)O)C2=CC(=C(C=C2)F)F)=O